ClC1=CC=C(C=C1)C1=C(CC(CC1)(C)C)C=O 2-(4-Chlorophenyl)-5,5-dimethylcyclohex-1-enecarbaldehyde